tert-butyl (6-methyl-2-oxo-5-phenyl-1-(2,2,2-trifluoroethyl)piperidin-3-yl)carbamate CC1C(CC(C(N1CC(F)(F)F)=O)NC(OC(C)(C)C)=O)C1=CC=CC=C1